FC1=C(C=CC(=C1)C=1C=NN(C1)C)COC1=CC=CC(=N1)C1CCN(CC1)CC=1N(C2=C(N1)C=CC(=C2)C(=O)O)C[C@H]2OCC2 2-[[4-[6-[[2-fluoro-4-(1-methylpyrazol-4-yl)phenyl]methoxyl]-2-pyridyl]-1-piperidyl]methyl]-3-[[(2S)-oxetan-2-yl]methyl]benzimidazole-5-carboxylic acid